CC(C=C)(CCC=C(C)C)OC(CCC)=O 3,7-dimethylocta-1,6-dien-3-ylbutyrate